2-(2,6-dioxopiperidin-3-yl)-5-fluoro-isoindoline O=C1NC(CCC1N1CC2=CC=C(C=C2C1)F)=O